C(C)(C)(C)OC(=O)N(C1(CC(C1)(F)F)C(=O)OC)C methyl 1-((tert-butoxycarbonyl) (methyl) amino)-3,3-difluorocyclobutane-1-carboxylate